C(C)OC(C(F)OCCN=[N+]=[N-])=O.C1(CC1)N1N=CC(=C1)C1=C(C=NC=C1)/C=C/C(=O)NC1=CC=C(C=C1)CN1CCOCC1 (E)-3-(4-(1-cyclopropyl-1H-pyrazol-4-yl)pyridin-3-yl)-N-(4-(morpholinylmethyl)phenyl)acrylamide ethyl-2-(2-azidoethoxy)-2-fluoroacetate